N-((5-(tert-butyl)-2-cyclopropoxyphenyl)sulfonyl)-6-cyclopropyl-4-fluorobenzofuran-2-carboxamide C(C)(C)(C)C=1C=CC(=C(C1)S(=O)(=O)NC(=O)C=1OC2=C(C1)C(=CC(=C2)C2CC2)F)OC2CC2